1-[3-[7-nitro-3-[4-(trifluoromethyl)phenyl]Indazol-1-yl]Azetidin-1-yl]Propan-2-en-1-one [N+](=O)([O-])C=1C=CC=C2C(=NN(C12)C1CN(C1)C(C=C)=O)C1=CC=C(C=C1)C(F)(F)F